COC(=O)C1(CC1)CO 1-(hydroxymethyl)cyclopropane-1-carboxylic acid methyl ester